C1(CC1)C1=NNC2=CC=C(C=C12)C1=NN=C2N1N=C(C=C2)N2C[C@@H](O[C@@H](C2)C)C (2S,6R)-4-(3-(3-cyclopropyl-1H-indazol-5-yl)-[1,2,4]triazolo[4,3-b]pyridazin-6-yl)-2,6-dimethylmorpholine